3-(5-((3-(2-Fluoro-5-((6-fluoro-4-methyl-1H-indol-5-yl)oxy)phenyl)-1H-pyrazol-1-yl)methyl)thiazol-2-yl)propanoic acid FC1=C(C=C(C=C1)OC=1C(=C2C=CNC2=CC1F)C)C1=NN(C=C1)CC1=CN=C(S1)CCC(=O)O